CCC(CC(CCCCCCCCCCCC)O)O heptadecane-3,5-diol